O=C1OC(C2=CCCCC12CCC)CC(=O)OCC1=CC=CC=C1 benzyl 2-(3-oxo-3a-propyl-1,3,3a,4,5,6-hexahydroisobenzofuran-1-yl)acetate